ethyl-N,N-dimethyl-1-propanaminium C(C)C(CC)[NH+](C)C